3-(2'-oxo-1',2'-dihydrospiro[cyclohexane-1,3'-pyrrolo[2,3-b]pyridine]-5'-yl)acrylamide O=C1C2(C=3C(=NC=C(C3)C=CC(=O)N)N1)CCCCC2